Cl.NCCOCCOCC(=O)N[C@H](C(=O)N1[C@@H](C[C@H](C1)O)C(=O)NCC1=CC=C(C=C1)C1=C(N=CS1)C)C(C)(C)C (2S,4R)-1-((S)-2-(2-(2-(2-aminoethoxy)ethoxy)acetamido)-3,3-dimethylbutanoyl)-4-hydroxy-N-(4-(4-methylthiazol-5-yl)benzyl)pyrrolidine-2-carboxamide HCl